(R)-8-((1-(3-(1,1-difluoro-2-hydroxy-2-methylpropyl)-2-fluorophenyl)ethyl)amino)-1-(2,2-difluoroethyl)-3,6-dimethyl-1H-imidazo[4,5-g]quinazolin-2(3H)-one FC(C(C)(C)O)(F)C=1C(=C(C=CC1)[C@@H](C)NC1=NC(=NC=2C=C3C(=CC12)N(C(N3C)=O)CC(F)F)C)F